C(#N)[C@H]1N(C[C@@]2(C(NC3(CC3)CC2)=O)C1)C([C@H](CC(C)C)N(C(=O)C=1NC2=CC(=CC(=C2C1)F)F)C)=O N-((S)-1-((6S,9S)-9-cyano-5-oxo-4,8-diazadispiro[2.2.46.23]dodecan-8-yl)-4-methyl-1-oxopentan-2-yl)-4,6-difluoro-N-methyl-1H-indole-2-carboxamide